ClC1=CC2=C(CC(N(CC2)CC=2N=CNC2)=O)C=C1 7-chloro-3-(1H-imidazol-4-ylmethyl)-1,3,4,5-tetrahydro-2H-3-benzazepin-2-one